2-methyl-N-(5-(5-(2-methylpyridin-4-ylamino)-1H-benzo[d]imidazol-2-yl)pyridin-2-yl)-6-morpholinoquinolin-4-amine CC1=NC2=CC=C(C=C2C(=C1)NC1=NC=C(C=C1)C1=NC2=C(N1)C=CC(=C2)NC2=CC(=NC=C2)C)N2CCOCC2